4,18-Dimethyl-11,24,29-trioxa-1,4,18,21-tetraazatetracyclo[19.5.5.05,10.012,17]-hentriaconta-5,7,9,12,14,16-hexaene CN1CCN2CCOCCN(CCN(C3=CC=CC=C3OC3=CC=CC=C13)C)CCOCC2